4-[3-(2,6-difluoro-3,5-dimethoxyphenyl)-2,8-dioxo-2,3,4,7,8,9-hexahydro-1H-pyrrolo(3',2':5,6)pyrido[4,3-d]pyrimidin-1-yl]benzonitrile FC1=C(C(=C(C=C1OC)OC)F)N1C(N(C2=C(C1)C=NC1=C2CC(N1)=O)C1=CC=C(C#N)C=C1)=O